C(C)C=1C(NC2=CC(=CC=C2C1)C=C)=O 3-Ethyl-7-vinylquinolin-2(1H)-one